N1(CCCCC1)NC(=O)[O-] piperidin-1-carbamate